IC=1C=C2C(=NC1)OC(C2=O)C(=O)OCC ethyl 5-iodo-3-oxo-2,3-dihydrofuro[2,3-b]pyridine-2-carboxylate